ClC1=C(CC2=CC(=C(NC3=C(C=C(C=C3)F)Cl)C=C2CCCN(C)C)F)C=CC(=C1)F 4-(2-chloro-4-fluorobenzyl)-N-(2-chloro-4-fluorophenyl)-5-(3-(dimethylamino)propyl)-2-fluoroaniline